P(=O)([O-])([O-])C1=CC=C(C=C1)C=1C2=CC=C(N2)C(=C2C=CC(C(=C3C=CC(=C(C=4C=CC1N4)C4=CC=C(C=C4)P(=O)([O-])[O-])N3)C3=CC=C(C=C3)P(=O)([O-])[O-])=N2)C2=CC=C(C=C2)P(=O)([O-])[O-] 5,10,15,20-tetrakis(4-phosphonatophenyl)porphyrin